NC/C=C/C=1C=C(C(=O)N(C)C2C(NC(CC2)=O)=O)C=CC1 (E)-3-(3-aminoprop-1-en-1-yl)-N-(2,6-dioxopiperidin-3-yl)-N-methylbenzamide